OC(C)C1=CC(=C2CN(C(C2=C1)=O)C1=CC(=CC=C1)C1(COC1)CC1=NN=CN1C)C(F)(F)F 6-(1-hydroxyethyl)-2-(3-(3-((4-methyl-4H-1,2,4-triazol-3-yl)methyl)oxetan-3-yl)phenyl)-4-(trifluoromethyl)isoindolin-1-one